isobenzofuranone C1C2=CC=CC=C2C(=O)O1